4-hydroxyethyl-aniline OCCC1=CC=C(N)C=C1